1-chloro-1,1,2,2-tetrafluoroethane ClC(C(F)F)(F)F